[Cl-].[Cl-].C(C1=CC=CC=C1)#N.C(C1=CC=CC=C1)#N.[Pd+2] palladium(II) bisbenzonitrile dichloride